C[C@H]1OCC2=NC(=C(C=C21)C(=O)OC)N2CCOCC2 methyl (5R)-5-methyl-2-morpholino-5,7-dihydrofuro[3,4-b]pyridine-3-carboxylate